BrC1=C(C(=CC=C1)NC(C)(C)C)N 3-bromo-N1-(tert-butyl)benzene-1,2-diamine